8,8a,9,10,11,12-hexahydro-7-oxa-1,3,6,12a-tetraazabenzo[4,5]cyclohepta[1,2,3-de]naphthalene N1=C2C=3C(=NC=CC3N=C1)OCC1N2CCCC1